2-((3-Isopropyl-2-(2-methylpyridin-4-yl)-1H-indol-5-yl)oxy)-1-(5-methylhexahydropyrrolo[3,4-c]pyrrol-2(1H)-yl)ethan-1-on C(C)(C)C1=C(NC2=CC=C(C=C12)OCC(=O)N1CC2CN(CC2C1)C)C1=CC(=NC=C1)C